F[C@@H]1[C@@H](C1)N(C1=NC(=NC=2N1N=CC2C#N)SC)CC2=CC=C(C=C2)OC 4-(((1R,2S)-2-fluorocyclopropyl)(4-methoxybenzyl)amino)-2-(methylthio)pyrazolo[1,5-a][1,3,5]triazine-8-carbonitrile